5-isopropyl-1H-imidazole-2-carboxylic acid C(C)(C)C1=CN=C(N1)C(=O)O